C(C)C=1C(=NON1)C(=O)O 4-ethyl-1,2,5-oxadiazole-3-carboxylic acid